6-chloro-8-((1S,2S)-2-(6-(trifluoromethoxy)pyridin-3-yl)cyclopropyl)imidazo[1,2-b]pyridazine ClC=1C=C(C=2N(N1)C=CN2)[C@@H]2[C@H](C2)C=2C=NC(=CC2)OC(F)(F)F